tert-butyl 2-((4-((tert-butoxycarbonyl)((1-methylpiperidin-4-yl)methyl)amino)-6-(4-fluorophenyl)quinazolin-8-yl)oxy)acetate C(C)(C)(C)OC(=O)N(C1=NC=NC2=C(C=C(C=C12)C1=CC=C(C=C1)F)OCC(=O)OC(C)(C)C)CC1CCN(CC1)C